FC(C(=CC=O)C)(F)F 4,4,4-trifluoro-3-methyl-2-butene-1-aldehyde